NC1=C(C=C(C=N1)NC(C(=O)N1[C@H](CC[C@@H](C1)C)C=1C=CC2=C(N=C(S2)C2N(CCOC2)C)C1)=O)CC N-(6-amino-5-ethylpyridin-3-yl)-2-((2R,5S)-5-methyl-2-(2-(4-methylmorpholin-3-yl)benzo[d]thiazol-5-yl)piperidin-1-yl)-2-oxoacetamide